N-(2'-(4-hydroxypiperidin-1-yl)-[4,4'-bipyridin]-2-yl)-2-methylbenzamide OC1CCN(CC1)C1=NC=CC(=C1)C1=CC(=NC=C1)NC(C1=C(C=CC=C1)C)=O